FC=1C(=C(C=CC1F)[C@H]1[C@@H](O[C@@](C1)(CC(F)(F)F)C)C(=O)NC1=CC(=NC=C1)C(=O)N)OC (2R,3S,5S)-4-[[3-(3,4-Difluoro-2-methoxy-phenyl)-5-methyl-5-(2,2,2-trifluoroethyl)tetrahydrofuran-2-carbonyl]amino]pyridin-2-carboxamid